C(C)(C)O[Si](C1=CC=CC2=CC=CC=C12)(OC(C)C)OC(C)C triisopropoxy(1-naphthyl)silane